CC1=C(C(=C(C=2CC3=CC=CC=C3OC12)P(C1=CC=CC=C1)C1=CC=CC=C1)P(C1=CC=CC=C1)C1=CC=CC=C1)C dimethyl-bis-diphenylphosphinoxanthene